ClC1=CC=C(C=C1)C(N1[C@@H](CN(CC1)C(=O)OC(C)(C)C)C(C)C)C1=CC=C(C=C1)Cl tert-butyl (R)-4-(bis(4-chlorophenyl)methyl)-3-isopropylpiperazine-1-carboxylate